C/C(=C\C=O)/CC/C=C(\C)/C=O 8-oxogeranial